5-chloro-2-(2-chloro-4-(trifluoromethyl)pyrimidin-5-yl)benzaldehyde ClC=1C=CC(=C(C=O)C1)C=1C(=NC(=NC1)Cl)C(F)(F)F